N-methylcyclobutanamine hydrochloride Cl.CNC1CCC1